N-(2-fluoro-4-methoxybenzyl)-2-(2-((3-methyl-1H-pyrazol-5-yl)amino)-5,6-dihydro-1,7-naphthyridin-7(8H)-yl)-2-oxoacetamide FC1=C(CNC(C(=O)N2CCC=3C=CC(=NC3C2)NC2=CC(=NN2)C)=O)C=CC(=C1)OC